NC1=C(C=NC=N1)C1=CC(=C(C(=C1)OC)OC)OC 6-amino-5-(3,4,5-trimethoxyphenyl)pyrimidin